ClC1=CC(=NC=C1)NC=NO N-(4-chloropyridin-2-yl)carboxamide oxime